C1(CC1)CN1N=NN=C1C(CC(F)F)N1N=CC(=C1)[N+](=O)[O-] 1-(cyclopropylmethyl)-5-[3,3-difluoro-1-(4-nitropyrazol-1-yl)propyl]tetrazole